(E)-1-(3-azidopropyl)-4-(3-(1-methylhydrazinyl)propyl)-1,4-dimethyltetrazene N(=[N+]=[N-])CCCN(\N=N\N(C)CCCN(N)C)C